ClC=1C=C(C=C(C1CC1=CC(=C(C=C1)O)C(C)C)Cl)\C=C/C(=O)O (Z)-3-(3,5-dichloro-4-(4-hydroxy-3-isopropylbenzyl)phenyl)acrylic acid